6-hydrazino-1-(4-methoxybenzyl)pyrrolo[4,3,2-ij]isoquinolin-2(1H)-one N(N)C1=CN=C2C3=C(C=CC=C13)C(N2CC2=CC=C(C=C2)OC)=O